C(#N)C[C@@H](C1=CC=C(C=C1)S(=O)(=O)CC)NC(=O)C1=CN=C(S1)N1[C@@H](C[C@@H](C1)NC1CCC(CC1)C(F)(F)F)COC(F)F N-((S)-2-cyano-1-(4-(ethylsulfonyl)phenyl)ethyl)-2-((2S,4S)-2-((difluoromethoxy)methyl)-4-(((1r,4S)-4-(trifluoromethyl)cyclohexyl)amino)pyrrolidin-1-yl)thiazol-5-carboxamide